FC(CN1N=CC(=C1)C1=NC(=NC=C1C(F)(F)F)NC1CCN(CC1)S(=O)(=O)C1CCN(CC1)C(=O)OC(C)(C)C)(F)F tert-butyl 4-((4-((4-(1-(2,2,2-trifluoroethyl)-1H-pyrazol-4-yl)-5-(trifluoromethyl)pyrimidin-2-yl)amino)piperidin-1-yl)sulfonyl)piperidine-1-carboxylate